C1(CC1)C1=NN2C(N=CC=C2C(=O)NC2CS(C3=C2C=CC=C3)(=O)=O)=C1C(=O)N 2-Cyclopropyl-N7-(1,1-dioxo-2,3-dihydrobenzothiophen-3-yl)pyrazolo[1,5-a]pyrimidine-3,7-dicarboxamide